2-(pent-2-en-1-yl)cyclopentyl 4-(dimethylamino)butanoate CN(CCCC(=O)OC1C(CCC1)CC=CCC)C